C(C)(C)(C)NCCOC(C(=C)C)=O 2-(tert-Butylamino)ethylmethacrylat